CC1(C(C=CC=C1)N=C=O)N=C=O ortho-tolylene di-isocyanate